(E)-3-(2-fluorostyryl)-5,5-dimethylcyclohex-2-en-1-one FC1=C(/C=C/C2=CC(CC(C2)(C)C)=O)C=CC=C1